2,4,6-tripropyl-1,3,5,2λ^{5},4λ^{5},6λ^{5}-trioxatriphosphinane 2,4,6-trioxide C(CC)P1(OP(OP(O1)(CCC)=O)(CCC)=O)=O